3-(4-iodophenyl)propanoate IC1=CC=C(C=C1)CCC(=O)[O-]